2,3-dimethylnaphthalene-1-ol CC1=C(C2=CC=CC=C2C=C1C)O